Cl.NC1(CCCCCC1)C(=O)OC methyl 1-aminocycloheptanecarboxylate hydrochloride